(2S,4R)-4-(4-bromobenzyl)-1-(tert-butoxycarbonyl)pyrrolidine-2-carboxylic acid BrC1=CC=C(C[C@@H]2C[C@H](N(C2)C(=O)OC(C)(C)C)C(=O)O)C=C1